4-(((adamantan-1-yl)amino)methyl)-N-(1-(2,6-dioxopiperidin-3-yl)-3-methyl-2-oxo-2,3-dihydro-1H-benzo[d]imidazol-4-yl)thiazole-2-carboxamide C12(CC3CC(CC(C1)C3)C2)NCC=2N=C(SC2)C(=O)NC2=CC=CC=3N(C(N(C32)C)=O)C3C(NC(CC3)=O)=O